ClC=1C(=CC=C2C=CC=C(C12)C1=C(C=2C(C=N1)=C(SN2)N2CC1(C2)CNC1)F)F 6-(8-chloro-7-fluoronaphthalen-1-yl)-7-fluoro-3-(2,6-diazaspiro[3.3]heptan-2-yl)isothiazolo[4,3-c]pyridine